[N+](=O)([O-])C=1C=C2C(NNC2=CC1)=O 5-nitro-1H-indazol-3(2H)-one